2-(Oxetan-3-yl)-2-azaspiro[3.3]heptan-6-yl (8-amino-7-fluoro-6-(8-methyl-2,3-dihydro-1H-pyrido[2,3-b][1,4]oxazin-7-yl)isoquinolin-3-yl)carbamate NC=1C(=C(C=C2C=C(N=CC12)NC(OC1CC2(CN(C2)C2COC2)C1)=O)C1=C(C2=C(OCCN2)N=C1)C)F